N-(5-Chloro-6-(2H-1,2,3-triazol-2-yl)pyridin-3-yl)-1-(7-chlorothieno[2,3-c]-pyridin-4-yl)-5-(trifluoromethyl)-1H-pyrazol-4-carboxamid ClC=1C=C(C=NC1N1N=CC=N1)NC(=O)C=1C=NN(C1C(F)(F)F)C1=C2C(=C(N=C1)Cl)SC=C2